3-(((R)-7-((2S,4S)-4-Amino-2-phenylpyrrolidine-1-carbonyl)-7-azaspiro[4.5]decan-10-yl)methyl)-6-phenylpyrimidin-4(3H)-one N[C@H]1C[C@H](N(C1)C(=O)N1CC2(CCCC2)[C@@H](CC1)CN1C=NC(=CC1=O)C1=CC=CC=C1)C1=CC=CC=C1